ClC1=CC=C(C=C1)CNC(=O)N {[(4-chlorophenyl)methyl]amino}carboxamide